3-(3-(2,4-Dioxotetrahydropyrimidin-1(2H)-yl)-4-methylbenzoyl)-3-azaspiro[5.5]undecane-9-Formaldehyde O=C1N(CCC(N1)=O)C=1C=C(C(=O)N2CCC3(CC2)CCC(CC3)C=O)C=CC1C